ClC1=CNC2=NC=C(C(=C21)N2CCC1(CCNC1=O)CC2)C=2C=C1C=NN(C1=CC2)C 8-(3-chloro-5-(1-methyl-1H-indazol-5-yl)-1H-pyrrolo[2,3-b]pyridin-4-yl)-2,8-diazaspiro[4.5]decan-1-one